3,4-difluorophenylboronic acid FC=1C=C(C=CC1F)B(O)O